CC(C(=O)O[C@H]1[C@@H](OC(C(COC([C@@H]1CC1=CC=CC=C1)=O)NC(=O)C1=NC=CC(=C1O)OC)=O)C)C [(6S,7R,8R)-8-benzyl-3-[(3-hydroxy-4-methoxy-pyridine-2-carbonyl)amino]-6-methyl-4,9-dioxo-1,5-dioxonan-7-yl] 2-methylpropanoate